C(=O)C1=NC=CC(=C1)CC#N FORMYL-4-PYRIDINEACETONITRILE